The molecule is a selenocysteinium that has D configuration. It is a conjugate acid of a D-selenocysteine. It is an enantiomer of a L-selenocysteinium. C([C@H](C(=O)O)[NH3+])[Se]